4-((1R,6R)-tricyclo[3.1.1.03,6]heptan-1-yl)-1,3,5-triazine C12(CC3CC(C31)C2)C2=NC=NC=N2